Cl.C1(=CC(=CC=C1)N1CC(C(C1)C1=CC=C(C=C1)F)C(=O)N)C1=CC=CC=C1 (Biphenyl-3-yl)-4-(4-fluorophenyl)pyrrolidine-3-carboxamide hydrochloride